COC=1C=C(C(=O)O)C=C(N1)OC 2,6-dimethoxyisonicotinic acid